BrC1=CC(=C(C=C1)[C@H]1N([C@@H](CC2=C3C(=CC=C12)NN=C3)C)CC(C)(F)F)OC (6s,8r)-6-(4-bromo-2-methoxyphenyl)-7-(2,2-difluoropropyl)-8-methyl-6,7,8,9-tetrahydro-3H-pyrazolo[4,3-f]isoquinoline